ClC1=CC2=C(N(C(N=C2N2[C@H](CN(CC2)C(C=C)=O)C)=O)C2=C(C#N)C=CC=C2C(C)C)N=C1C1=C(C=CC=C1)F (M)-2-(6-chloro-7-(2-fluorophenyl)-4-((2S)-2-methyl-4-(2-propenoyl)-1-piperazinyl)-2-oxopyrido[2,3-d]pyrimidin-1(2H)-yl)-3-(2-propanyl)benzonitrile